Ethyl-2-cyano-3-(2-thienyl)acrylate C(C)OC(C(=CC=1SC=CC1)C#N)=O